2,4-dichloro-6-fluorodichlorotoluene ClC1=C(C)C(=C(C(=C1Cl)Cl)Cl)F